NC1=NC=NC=2C3=C(CC(C12)(C)C)C(=C(C=C3)OC)N3CC(CC3)C#N 1-(4-amino-8-methoxy-5,5-dimethyl-6H-benzo[H]quinazolin-7-yl)pyrrolidine-3-carbonitrile